dimethyl-2,3,4,6,7,8-hexahydro-5H-chromen-5-one CC1(OC=2CCCC(C2CC1)=O)C